ClC1=NN(C2=NC(=NC=C21)NC=2C=NN(C2Cl)C2CN(C2)C2COC2)CC 3-chloro-N-(5-chloro-1-(1-(oxetan-3-yl)azetidin-3-yl)-1H-pyrazol-4-yl)-1-ethyl-1H-pyrazolo[3,4-d]pyrimidin-6-amine